3-(4-bromophenyl)-6-methyl-2H-1,4-benzoxazine BrC1=CC=C(C=C1)C=1COC2=C(N1)C=C(C=C2)C